N-(6-(2-(((1r,4r)-4-aminocyclohexyl)amino)-8-ethylquinazolin-6-yl)-5-ethylpyridazin-3-yl)-2-chlorobenzenesulfonamide NC1CCC(CC1)NC1=NC2=C(C=C(C=C2C=N1)C1=C(C=C(N=N1)NS(=O)(=O)C1=C(C=CC=C1)Cl)CC)CC